ClC1=C(C(=CC=C1)Cl)N1CC(C1)C1=CC(=C(CN2CC(C2)(C)OC(C)=O)C=C1)F acetic acid 1-(4-(1-(2,6-dichlorophenyl) azetidin-3-yl)-2-fluorobenzyl)-3-methylazetidin-3-yl ester